N-cumyl-N'-phenyl-p-phenylenediamine sodium [Na].C(C)(C)(C1=CC=CC=C1)NC1=CC=C(C=C1)NC1=CC=CC=C1